(7-(3,4-dimethoxyphenyl)pyrazolo[1,5-a]pyrimidin-2-yl)methanone COC=1C=C(C=CC1OC)C1=CC=NC=2N1N=C(C2)C=O